tert-butyl (2S)-2-[(5,6-dimethylpyrido[4,3-b]carbazol-9-yl)oxymethyl]pyrrolidine-1-carboxylate CC1=C2C(=CC=3C=4C=C(C=CC4N(C13)C)OC[C@H]1N(CCC1)C(=O)OC(C)(C)C)C=NC=C2